(tert-butyl 4-((1-cyclopropyl-3-(3,6-dihydro-2H-pyran-4-yl)-1H-pyrazol-4-yl) oxy) pyridin-2-yl) carbamate C(N)(OC1=NC=CC(=C1C(C)(C)C)OC=1C(=NN(C1)C1CC1)C=1CCOCC1)=O